5-[8-[(1R,2R)-2-(3-pyridyl)cyclopropyl]imidazo[1,2-b]pyridazin-6-yl]-1H-pyrimidine-2,4-dione N1=CC(=CC=C1)[C@H]1[C@@H](C1)C=1C=2N(N=C(C1)C=1C(NC(NC1)=O)=O)C=CN2